4-(4,5-dichloro-2-hydroxyphenyl)piperidine-4-carbonitrile ClC1=CC(=C(C=C1Cl)C1(CCNCC1)C#N)O